5,6,7,8-tetrahydro-quinolin N1=CC=CC=2CCCCC12